O1C(=CC=C1)CC(=O)N1C[C@@H](CC[C@@H]1C)C(=O)OC methyl (3R,6S)-1-(2-(furan-2-yl) acetyl)-6-methylpiperidine-3-carboxylate